(3S,5aR,6S,7R,8aS)-6-[(E)-2-iodovinyl]-3-[4-oxo-4-(2-propanyloxy)butyl]octahydro-2H-cyclopenta[b]oxepin-7-yl 4-biphenylcarboxylate C1(=CC=C(C=C1)C(=O)O[C@H]1[C@@H]([C@@H]2[C@@H](OC[C@H](CC2)CCCC(OC(C)C)=O)C1)\C=C\I)C1=CC=CC=C1